N[12C]1=[12CH][12CH]=[12CH][12CH]=[12CH]1 [12C6]aniline